FC1=C2[C@H](CCOC2=CC(=C1)F)OC1=CC(=CC=2NC(=NC21)C)C(=O)N(C)C (S)-4-[(5,7-difluorochroman-4-yl)oxy]-N,N,2-trimethyl-1H-benzo[d]imidazole-6-carboxamide